CN(C(/C=C/CC[C@@H](C(=O)NC1=CC=NN(C1=O)CC1=NC2=C(N1C(=O)OC(C)(C)C)C=C(C=C2CC(C)(C)C)F)OC(N(C)C)=O)=O)C tert-butyl 2-[[5-[[(E,2S)-7-(dimethylamino)-2-(dimethylcarbamoyloxy)-7-oxohept-5-enoyl]amino]-6-oxo-pyridazin-1-yl]methyl]-4-(2,2-dimethylpropyl)-6-fluoro-benzimidazole-1-carboxylate